1-Ethoxyethane HCl Cl.C(C)OCC